5-{7-hydroxy-[1,2,4]triazolo[1,5-a]pyridin-5-yl}-6-methylpyridin-2-carbonitrile OC1=CC=2N(C(=C1)C=1C=CC(=NC1C)C#N)N=CN2